N-3-nitrophthaloyl-L-glutamic acid [N+](=O)([O-])C1=C(C(C(=O)N[C@@H](CCC(=O)O)C(=O)O)=CC=C1)C(=O)O